(4-((4-hydroxyphenyl) diazenyl) phenoxy)-3-methoxyprop-2-yl methacrylate C(C(=C)C)(=O)OC(C)C(OC)OC1=CC=C(C=C1)N=NC1=CC=C(C=C1)O